C(CCCCCC)N\C(\CCNC(=O)C=1N(C=C(C1)NC(=O)C=1N(C=C(C1)[N+](=O)[O-])C)C)=N/CCCCCCC (Z)-N-(3-(heptylamino)-3-(heptylimino)propyl)-1-methyl-4-(1-methyl-4-nitro-1H-pyrrole-2-carboxamido)-1H-pyrrole-2-carboxamide